FC1=C(CN2CCN(CC2)C2=CC=C(C=N2)C2=C3C=NC=NC3=CC(=C2)C=2C=NN(C2)C)C=CC(=C1)OC 5-(6-(4-(2-Fluoro-4-methoxybenzyl)piperazin-1-yl)pyridin-3-yl)-7-(1-methyl-1H-pyrazol-4-yl)quinazoline